C(=CCCCC)/C(/C(=O)[O-])=C\CCC (E)-2-Hexenyl-hexenoate